N-(4-(2-chloropyrimidin-4-yl)pyridin-2-yl)-2,2-difluorocyclopropane-1-carboxamide ClC1=NC=CC(=N1)C1=CC(=NC=C1)NC(=O)C1C(C1)(F)F